2-(3,4-difluorophenyl)-2-(1-(5,6,7,8-tetrahydroimidazo[1,5-a]pyrazine-7-carbonyl)piperidin-4-ylidene)acetonitrile FC=1C=C(C=CC1F)C(C#N)=C1CCN(CC1)C(=O)N1CC=2N(CC1)C=NC2